C(#N)C1=C(C=C(C=C1)F)[C@@H](CC)C=1C(=NN(C1)C)C (1R,2S)-1-(2-cyano-5-fluorophenyl)-1-(1,3-dimethyl-1H-pyrazol-4-yl)propan